ClC1=CC=C(C=C1)N1CCN(C2=CC=CC=C12)C(CCN1CCN(CC1)C)=O 1-(4-(4-chlorophenyl)-3,4-dihydroquinoxaline-1(2H)-yl)-3-(4-methylpiperazin-1-yl)propan-1-one